NC1=CC=CC(=N1)S(=O)(=O)NC(=O)C=1C=C(C=NC1N1C(CC(C1)C)(C)C)C=1CCNCC1 4-[5-[(6-Amino-2-pyridyl)sulfonylcarbamoyl]-6-(2,2,4-trimethylpyrrolidin-1-yl)-3-pyridyl]-3,6-dihydro-2H-pyridin